FC1=CC=C(C=C1)OC(=O)C12CC3=C(C=C2CCN(C1)S(=O)(=O)C1=CC=C(C)C=C1)NN=C3 4-fluorophenyl-6-tosyl-4,4a,5,6,7,8-hexahydro-1H-pyrazolo[3,4-g]isoquinoline-4a-carboxylate